1,4-Diformylpiperazin C(=O)N1CCN(CC1)C=O